COC1=CC=C(C=C1)C1=NC(=CC=2N1N=C(N2)C)NC(OC(C)(C)C)=O tert-butyl N-[5-(4-methoxyphenyl)-2-methyl-[1,2,4]triazolo[1,5-c]pyrimidin-7-yl]carbamate